2-(2,6-Dioxopiperidin-3-yl)-5-(4-((4-((4-((3-(methylsulfonyl)benzyl)amino)-5-(trifluoromethyl)pyrimidin-2-yl)amino)benzyl)amino)piperidin-1-yl)isoindoline-1,3-dione O=C1NC(CCC1N1C(C2=CC=C(C=C2C1=O)N1CCC(CC1)NCC1=CC=C(C=C1)NC1=NC=C(C(=N1)NCC1=CC(=CC=C1)S(=O)(=O)C)C(F)(F)F)=O)=O